ClC1=CC(=C2C[C@@H]([C@H](C2=C1)OC1=C(C=CC=C1)C)N(C)C)OC 4-[[(1S,2S)-6-chloro-2-(dimethylamino)-4-methoxy-2,3-dihydro-1H-inden-1-yl]oxy]-3-methylbenzene